Cl.Cl.N[C@@H](CCC(=O)N1CCN(CC1)CC(=O)O)C(=O)OCC1=CC(=NC(=C1)Cl)Cl (S)-2-(4-(4-Amino-5-((2,6-dichloropyridin-4-yl)methoxy)-5-oxopentanoyl)piperazin-1-yl)acetic acid dihydrochloride